(S)-6-(4-(methoxycarbonyl)phenyl)-4-(thiazol-4-yl)-3,6-dihydropyridine-1(2H)-carboxylic acid benzyl ester C(C1=CC=CC=C1)OC(=O)N1CCC(=C[C@H]1C1=CC=C(C=C1)C(=O)OC)C=1N=CSC1